7-FLUORO-6-METHOXYINDOLE-3-CARBOXALDEHYDE FC=1C(=CC=C2C(=CNC12)C=O)OC